[H-].[Na+].COC(=O)C=1SC(=CC1N(C(C)=O)CC1CCN(CC1)C(=O)OC(C)(C)C)C tert-Butyl 4-((N-(2-(methoxycarbonyl)-5-methylthiophen-3-yl)acetamido)methyl)piperidine-1-carboxylate Sodium hydride